2-(5-(2-cyclopropylpyrimidin-4-yl)-5,6,7,8-tetrahydro-1,5-naphthyridin-2-yl)-N-(4-fluorophenyl)propanamide C1(CC1)C1=NC=CC(=N1)N1C=2C=CC(=NC2CCC1)C(C(=O)NC1=CC=C(C=C1)F)C